ClC1=CC=CC(=N1)C(C(=O)OC(C)(C)C)(CCCCCCO)F Tert-butyl 2-(6-chloropyridin-2-yl)-2-fluoro-8-hydroxyoctanoate